NC1([C@@H]2N(C(=C(CS2)CSC2=NN=NN2C)C(=O)O)C1=O)OC 7-amino-7-methoxy-3-(1-methyl-1H-5-tetrazolyl)thiomethyl-3-cephem-4-carboxylic acid